(S)-4-(3-(4-(4-Fluorophenoxy)picolinamido)-5-methyl-4-oxo-2,3,4,5-tetrahydrobenzo[b][1,4]oxazepin-7-yl)-2,2-dimethylbut-3-yn-1-yl-dihydrogenphosphat FC1=CC=C(OC2=CC(=NC=C2)C(=O)N[C@@H]2C(N(C3=C(OC2)C=CC(=C3)C#CC(COP(=O)(O)O)(C)C)C)=O)C=C1